1-(2-((5-fluoro-6-hydroxypyridin-3-yl)methyl)pyridin-4-yl)-3-methyl-1,5,6,7-tetrahydro-4H-pyrazolo[4,3-c]pyridin-4-one FC=1C=C(C=NC1O)CC1=NC=CC(=C1)N1N=C(C=2C(NCCC21)=O)C